BrC1=NN2C(C=C(C=C2)OC)=N1 2-Bromo-7-methoxy-[1,2,4]triazolo[1,5-a]pyridine